carboxymethoxyphenyltin trisuberate C(CCCCCCC(=O)[O-])(=O)[O-].C(CCCCCCC(=O)[O-])(=O)[O-].C(CCCCCCC(=O)[O-])(=O)[O-].C(=O)(O)CO[Sn+2]C1=CC=CC=C1.C(=O)(O)CO[Sn+2]C1=CC=CC=C1.C(=O)(O)CO[Sn+2]C1=CC=CC=C1